CC1=NN(C=N1)C1=NC(=CC(=N1)N1CCN(CC1)CC1=CC=C(CC=2C=3C4=C(C(N(C4=CC2)C2C(NC(CC2)=O)=O)=O)C=CC3)C=C1)C(F)(F)F 3-(6-(4-((4-(2-(3-methyl-1H-1,2,4-triazol-1-yl)-6-(trifluoromethyl)pyrimidin-4-yl)piperazin-1-yl)methyl)benzyl)-2-oxobenzo[cd]indol-1(2H)-yl)piperidine-2,6-dione